Methyl 2,3-dibromo-2,3-dihydrobenzofuran-5-carboxylate BrC1OC2=C(C1Br)C=C(C=C2)C(=O)OC